CN(CCCCNC(C1=NC=C(C=C1)[76Br])=O)C N-(4-(dimethylamino)butyl)-5-[76Br]bromopicolinamide